(2R)-2-(6-{5-chloro-2-[(2-methyl-2H-1,2,3-triazol-4-yl)amino]pyrimidin-4-yl}-1-oxo-2,3-dihydro-1H-isoindol-2-yl)-N-[(1S)-2-hydroxy-1-(6-methylpyridin-2-yl)ethyl]propionamide ClC=1C(=NC(=NC1)NC1=NN(N=C1)C)C1=CC=C2CN(C(C2=C1)=O)[C@@H](C(=O)N[C@H](CO)C1=NC(=CC=C1)C)C